2-(methylthio)-1-(2-(5-p-tolylisoxazol-3-yl)piperidin-1-yl)propan-1-one CSC(C(=O)N1C(CCCC1)C1=NOC(=C1)C1=CC=C(C=C1)C)C